BrC=1C=C(C=CC1)C(C=1N(C(=NN1)S)C)C1CCC1 5-((3-bromophenyl)(cyclobutyl)methyl)-4-methyl-4H-1,2,4-triazole-3-thiol